The molecule is an N-acyl-L-alpha-amino acid anion resulting from deprotonation of the carboxy group of N-acetyl-L-2-aminoadipic semialdehyde; major species at pH 7.3. It is a conjugate base of a N-acetyl-L-2-aminoadipic acid semialdehyde. CC(=O)N[C@@H](CCCC=O)C(=O)[O-]